(S)-mesitylene C1(=CC(=CC(=C1)C)C)C